O[C@@H](CNC(=O)C1=NNC2=C(C=CC=C12)F)CO N-((S)-2,3-dihydroxypropyl)-7-fluoro-1H-indazole-3-carboxamide